ethyl 1'-(8-amino-1-bromoimidazo[1,5-a]pyrazin-3-yl)dispiro[[1,3]dioxolane-2,2'-bicyclo[2.2.2]octane-5',2''-[1,3]dioxolane]-4'-carboxylate NC=1C=2N(C=CN1)C(=NC2Br)C21C3(CC(CC1)(C1(OCCO1)C2)C(=O)OCC)OCCO3